tert-butyl N-([[(2-[2-chloro-4-[([[2-(2,6-dioxopiperidin-3-yl)-1-oxo-3H-isoindol-5-yl]methyl]carbamoyl)amino]phenyl]ethoxy)methyl]carbamoyl]methyl)-carbamate ClC1=C(C=CC(=C1)NC(NCC=1C=C2CN(C(C2=CC1)=O)C1C(NC(CC1)=O)=O)=O)CCOCNC(=O)CNC(OC(C)(C)C)=O